Ethyl 2-(2-(3-(5-((dicyclopropylmethyl) carbamoyl)-1-(3-hydroxypropyl)-1H-pyrazol-3-yl) phenyl) oxazole-5-carboxamido)-3-methylbutyrate C1(CC1)C(C1CC1)NC(=O)C1=CC(=NN1CCCO)C=1C=C(C=CC1)C=1OC(=CN1)C(=O)NC(C(=O)OCC)C(C)C